[O].[Bi].[Ag] silver-bismuth oxygen